4-bromo-2,3-dihydrospiro[indene-1,2'-[1,3]dithiolane] BrC1=C2CCC3(SCCS3)C2=CC=C1